4-[[2-(5-chloro-2-hydroxy-phenyl)acetyl]amino]-N-[(1r,2r)-2-hydroxycyclohexyl]pyridine-2-carboxamide ClC=1C=CC(=C(C1)CC(=O)NC1=CC(=NC=C1)C(=O)N[C@H]1[C@@H](CCCC1)O)O